ClC=1C=C(OC2CCC(CC2)NC(=O)C=2N=NC(=CC2)N2C3CN(CC2C3)CC=3C=C2CN(C(C2=C(C3)F)=O)C3C(NC(CC3)=O)=O)C=CC1C#N N-((1r,4r)-4-(3-chloro-4-cyanophenoxy)cyclohexyl)-6-(3-((2-(2,6-dioxopiperidin-3-yl)-7-fluoro-1-oxoisoindolin-5-yl)methyl)-3,6-diazabicyclo[3.1.1]heptan-6-yl)pyridazine-3-carboxamide